COC1=NC=C(C=N1)[C@H](CC(=O)O)N1N=C(C=C1)CCC[C@@H]1NC2=NC=CC=C2CC1 (S)-3-(2-methoxypyrimidin-5-yl)-3-(3-(3-((S)-1,2,3,4-tetrahydro-1,8-naphthyridin-2-yl)propyl)-1H-pyrazol-1-yl)propionic acid